(±)-3-acetoxy-4-(3-hydroxy-1-propynyl)-2-azetidinone C(C)(=O)OC1C(NC1C#CCO)=O